BrC1=C2CN(C(C2=CC=C1)=O)CC(C(=O)OCC)=C ethyl 2-[(4-bromo-1-oxo-2,3-dihydro-1H-isoindol-2-yl)methyl]prop-2-enoate